5-(6-methyl-7-(4-(pyrrolidin-1-ylmethyl)phenyl)imidazo[1,2-b]pyridazin-3-yl)-1,8-naphthyridine CC=1C(=CC=2N(N1)C(=CN2)C2=C1C=CC=NC1=NC=C2)C2=CC=C(C=C2)CN2CCCC2